CC=1C=C(C(=C(C1C)C)C)C1=C(C=C(C=C1CCC)CCC)CCC 3,4,5,6-tetramethyl-2',4',6'-tri-propylbiphenyl